N,N-diethyl-aminoethanol methyl-3-amino-6-chloro-5-(4-iodobenzylamino)pyrazine-2-carboxylate CN1C(C(=NC(=C1Cl)NCC1=CC=C(C=C1)I)N)C(=O)OC(C)N(CC)CC